Cl.N1CC(C1)C1=NC(=CC(=C1)C1=CC=C(C=C1)C)C 2-(Azetidin-3-yl)-6-methyl-4-(p-tolyl)pyridine hydrochloride